ClC1=C(C=CC(=C1O)O)C(CC)=O (2-chloro-3,4-dihydroxyphenyl)propan-1-one